2-(2-(cyclobutanecarbonyl)-9-oxo-7-oxa-2,10-diazaspiro-[5.6]dodecan-10-yl)acetic acid C1(CCC1)C(=O)N1CC2(CCC1)OCC(N(CC2)CC(=O)O)=O